2-(((2R,3S)-3-methylhexan-5-en-2-yl)thio)pyrimidine C[C@H]([C@@H](C)SC1=NC=CC=N1)CC=C